C(CCCCCCCCC)NCCCCCCCCCCCCN N-decyldodecane-1,12-diamine